1-(cyclopropanecarbonyl)-5-ethylsulfanyl-3-methyl-6-[3-methyl-6-(trifluoromethyl)imidazo[4,5-b]pyridine-2-yl]benzimidazol-2-one C1(CC1)C(=O)N1C(N(C2=C1C=C(C(=C2)SCC)C2=NC=1C(=NC=C(C1)C(F)(F)F)N2C)C)=O